C(#C)C1=C(C=CC=C1)S(=O)(=O)OCC(F)(F)F 2,2,2-trifluoroethyl 2-ethynylbenzenesulfonate